C1CCC2=CC(=CC=C12)C(C)=N[S@](=O)C(C)(C)C (R)-N-(1-(2,3-dihydro-1H-inden-5-yl)ethylidene)-2-methylpropane-2-sulfinamide